2,5-di(4-methyl-selenazol-2-yl)thiophene CC=1N=C([Se]C1)C=1SC(=CC1)C=1[Se]C=C(N1)C